COC1=CC=C(OCC(=O)N(C2=NNC=C2)CCSC)C=C1 2-(4-methoxyphenoxy)-N-(2-methylsulfanyl-ethyl)-N-(1H-pyrazol-3-yl)acetamide